2-(pyridin-2-yldisulfanyl)ethan-1-amine hydrochloride Cl.N1=C(C=CC=C1)SSCCN